NC1=NC=2C=NC(=CC2C2=C1COC2)C(=O)N(C)[C@@H](C2=NC=C(C=C2)C(F)(F)F)C2CC2 4-amino-N-((R)-cyclopropyl-(5-(trifluoromethyl)-2-pyridinyl)methyl)-N-methyl-1,3-dihydrofuro[3,4-c][1,7]naphthyridine-8-carboxamide